tert-Butyl 2-{4-[5-chloro-2-(1,3-oxazol-5-yl)phenyl]-5-methoxy-2-oxopyridin-1(2H)-yl}-4-(trifluoromethoxy)butanoate ClC=1C=CC(=C(C1)C1=CC(N(C=C1OC)C(C(=O)OC(C)(C)C)CCOC(F)(F)F)=O)C1=CN=CO1